3-butylheptyl 8-((3-(2-(tert-butoxy)propanamido)propyl)(8-(heptadecan-9-yloxy)-8-oxooctyl)amino)octanoate C(C)(C)(C)OC(C(=O)NCCCN(CCCCCCCC(=O)OCCC(CCCC)CCCC)CCCCCCCC(=O)OC(CCCCCCCC)CCCCCCCC)C